BrCCOC=1C=C2CCC(N(C2=NC1)C1CC(C1)(C)O)=O 6-(2-bromoethoxy)-1-[(cis)-3-hydroxy-3-methylcyclobutyl]-1,2,3,4-tetrahydro-1,8-naphthyridin-2-one